2,6-Dimeth-oxybenzoylfluorid COC1=C(C(=O)F)C(=CC=C1)OC